4-((1-(4-(1-methyl-1H-pyrazol-3-yl)piperazine-1-carbonyl)cyclopentyl)amino)benzonitrile CN1N=C(C=C1)N1CCN(CC1)C(=O)C1(CCCC1)NC1=CC=C(C#N)C=C1